CC1(C(C2C(CC1)(O2)C21C(CCCC2)O1)C(=O)[O-])C 4-epoxy-1-methylcyclohexyl-3,4-epoxy-1-methylcyclohexylformate